2-[(thiophene-2-ylmethoxy)methyl] ethylene oxide S1C(=CC=C1)COCC1CO1